(Z)-5-(1-(4-amino-2-fluoro-but-2-en-1-yl)-1H-benzo[d][1,2,3]triazol-4-yl)-2-methoxy-N,N-dimethylbenzenesulfonamide hydrochloride Cl.NC\C=C(\CN1N=NC2=C1C=CC=C2C=2C=CC(=C(C2)S(=O)(=O)N(C)C)OC)/F